ClC=1C=C(C=CC1Cl)N1CC2C(C2C1)CSC=1N=NNC1C(=O)O 4-(((3-(3,4-dichlorophenyl)-3-azabicyclo[3.1.0]hexan-6-yl)methyl)thio)-1H-1,2,3-triazole-5-carboxylic acid